IC1=CC=C(C=C1)C1=CC(=CC(=C1)C1=CC=C(C=C1)I)C1=CC=C(C=C1)I 1,3,5-Tris(4-iodophenyl)-benzene